ascorbic acid, benzenesulfonate salt C1(=CC=CC=C1)S(=O)(=O)O.O=C1C(O)=C(O)[C@H](O1)[C@@H](O)CO